tert-Butyl (3S)-3-(N-methyl-1-cyanocyclopropaneamido)pyrrolidine-1-carboxylate CN(C(=O)C1(CC1)C#N)[C@@H]1CN(CC1)C(=O)OC(C)(C)C